CC1=NC(=CC(=C1)C=1NC2=CC=C(C=C2C1C(C)C)C1C(CCCC1)=O)C 2-(2,6-dimethylpyridin-4-yl)-3-isopropyl-1H-indol-5-ylcyclohexanone